FC(OC=1C=C2C(=NC=NC2=CC1)N1CC2(C1)CCN(CC2)C(=O)OC(C)(C)C)(F)F tert-butyl 2-[6-(trifluoromethoxy) quinazolin-4-yl]-2,7-diazaspiro[3.5]nonane-7-carboxylate